2-(1-methyl-1H-imidazol-5-yl)-N-((1r,4r)-4-((2,2,2-trifluoroethyl)amino)cyclohexyl)thiazole-4-carboxamide CN1C=NC=C1C=1SC=C(N1)C(=O)NC1CCC(CC1)NCC(F)(F)F